methyl 7-bromo-2-(2-((tert-butyldimethylsilyl)oxy)ethyl)benzofuran-5-carboxylate BrC1=CC(=CC=2C=C(OC21)CCO[Si](C)(C)C(C)(C)C)C(=O)OC